3-[5-amino-3-ethylsulfanyl-1-(1-methylpyrazol-3-yl)pyrazol-4-yl]-5-(4-chlorophenyl)cyclohex-2-en-1-one NC1=C(C(=NN1C1=NN(C=C1)C)SCC)C1=CC(CC(C1)C1=CC=C(C=C1)Cl)=O